(S)-8-((5-bromopentyl)oxy)-7-methoxy-2-(4-(1-(2,2,2-trifluoroethyl)piperidin-4-yl)phenyl)-1,10,11,11a-tetrahydro-5H-benzo[e]pyrrolo[1,2-a][1,4]diazepine-5-one BrCCCCCOC=1C(=CC2=C(NC[C@H]3N(C2=O)C=C(C3)C3=CC=C(C=C3)C3CCN(CC3)CC(F)(F)F)C1)OC